5-methyl-2,5-dihydro-4H-pyrazolo[3,4-d]pyrimidin-4-one CN1C=NC=2C(C1=O)=CNN2